C(C)(=O)OC1CSCO1 trans-5-acetoxy-1,3-oxathiolane